ClOC([C@@H](N)C1=CC=CC=C1)=O L-O-chlorophenylglycine